3-octyltrimethoxysilane CCC(CCCCC)[Si](OC)(OC)OC